FC1=C(C=CC=C1)C1=CN(C=2N=CN=C(C21)N2CCN(C1(CC1)C2)C(=O)OC(C)(C)C)S(=O)(=O)C2=CC=C(C)C=C2 tert-butyl 7-(5-(2-fluorophenyl)-7-tosyl-7H-pyrrolo[2,3-d]pyrimidin-4-yl)-4,7-diazaspiro[2.5]octane-4-carboxylate